FC1(CCN(CC1)C1=NC=C(C=N1)C=1NC2=CC(=CC=C2C1)F)F 2-(2-(4,4-Difluoropiperidin-1-yl)pyrimidin-5-yl)-6-fluoro-1H-indole